NC=1C=NC=2C(CN(CC2C1)C(=O)OC(C)(C)C)(F)F tert-butyl 3-amino-8,8-difluoro-5,7-dihydro-1,6-naphthyridine-6-carboxylate